tert-butyl (2-((2-(N,N-bis(4-methoxybenzyl)sulfamoyl)-4-iodo-3-(2-(4-methoxybenzyl)-2H-tetrazol-5-yl)phenyl)sulfonamido)ethyl)carbamate COC1=CC=C(CN(S(=O)(=O)C2=C(C=CC(=C2C=2N=NN(N2)CC2=CC=C(C=C2)OC)I)S(=O)(=O)NCCNC(OC(C)(C)C)=O)CC2=CC=C(C=C2)OC)C=C1